C1(=CCCC1)C=1C(=CC=C2N=CC(=NC12)C=1C=NN(C1)CC1(CC1)O)OC=1C=CC2=C(NC(=N2)C)C1 1-((4-(8-(cyclopent-1-en-1-yl)-7-((2-methyl-1H-benzo[d]imidazol-6-yl)oxy)quinoxalin-2-yl)-1H-pyrazol-1-yl)methyl)cyclopropanol